FC=1C=C(C=CC1OC)CC(C(=O)OC)CC(=O)OC(C)(C)C O4-tert-butyl O1-methyl 2-[(3-fluoro-4-methoxy-phenyl)methyl]butanedioate